ClC1=CC=C2C(=N1)NC=C2C=2C=CC=1N(C2)C(=CN1)C(=O)NCC(F)F 6-(6-chloro-1H-pyrrolo[2,3-b]pyridin-3-yl)-N-(2,2-difluoroethyl)imidazo[1,2-a]pyridine-3-carboxamide